N-[1-(aminomethyl)propyl]-N,N-dimethylamine CCC(CN)N(C)C